C1OCC12CN(C2)C2=CC(=NC=N2)COC2=CC=C(C=C2)C(C)(C)C2=CC=C(OC1CC(C1)NC(OC(C)(C)C)=O)C=C2 tert-butyl (3-(4-(2-(4-((6-(2-oxa-6-azaspiro[3.3]heptan-6-yl)pyrimidin-4-yl) methoxy)phenyl)propan-2-yl)phenoxy)cyclobutyl)carbamate